[Cl-].C[N+](CCC[Si](OC)(OC)OC)(CCCCCCCCCCCCCCCCCC)C dimethyl-octadecyl-(3-(trimethoxysilyl)propyl)ammonium chloride